6-(3-cyclopropylphenyl)-2-azaspiro[3.3]Heptane C1(CC1)C=1C=C(C=CC1)C1CC2(CNC2)C1